CNC1=CC(=NC=C1)OC1=CC=C(C=C1)C1=NOC(=N1)CC(C(=O)O)=C 2-((3-(4-((4-(methylamino)pyridin-2-yl)oxy)phenyl)-1,2,4-oxadiazol-5-yl)methyl)acrylic acid